9,9-dimethyl-3-nitro-9H-fluoren-2-amine CC1(C2=CC=CC=C2C=2C=C(C(=CC12)N)[N+](=O)[O-])C